CYCLOHEXENEPROPANAL C1(=CCCCC1)CCC=O